3-(5-(4-(3-((4-((8-cyclopentyl-7-oxo-7,8-dihydropyrido[2,3-d]pyrimidin-2-yl)-amino)piperidin-1-yl)sulfonyl)benzyl)piperazin-1-yl)-1-oxoisoindolin-2-yl)piperidine-2,6-dione C1(CCCC1)N1C(C=CC2=C1N=C(N=C2)NC2CCN(CC2)S(=O)(=O)C=2C=C(CN1CCN(CC1)C=1C=C3CN(C(C3=CC1)=O)C1C(NC(CC1)=O)=O)C=CC2)=O